6-((4,4,5,5-tetramethyl-1,3,2-dioxaborolan-2-yl)methyl)-2-azaspiro[3.3]heptane CC1(OB(OC1(C)C)CC1CC2(CNC2)C1)C